Cl.CS(=O)(=O)N1CCC(CC1)N 1-(Methylsulfonyl)piperidin-4-amine hydrochloride